ClC=1C=C(C(=O)NC=2C(=NC=CC2)C2=CC(=CC=C2)C(F)(F)F)C=CC1 3-chloro-N-(2-(3-(trifluoromethyl)phenyl)pyridin-3-yl)benzamide